C(C)(C)(C)OC(=O)C=1N=C(SC1)CN 2-(aminomethyl)thiazole-4-carboxylic acid tert-butyl ester